CC1=NC(=C(C2=C1CC(C2)C(=O)OC)C)OCC(=O)NC Methyl 1,4-dimethyl-3-[2-(methylamino)-2-oxoethoxy]-6,7-dihydro-5H-cyclopenta[c]pyridine-6-carboxylate